2-[6-(3,5-difluorophenyl)-3-ethylsulfonyl-2-pyridinyl]-3-methyl-6-(trifluoromethyl)Imidazo[4,5-c]Pyridine FC=1C=C(C=C(C1)F)C1=CC=C(C(=N1)C1=NC2=C(C=NC(=C2)C(F)(F)F)N1C)S(=O)(=O)CC